COC(=O)C1CCC(CC1)C1=C(C=C(C(=C1)C#N)NC(C)=O)OC (1R,4R)-4-(4-acetamido-5-cyano-2-methoxyphenyl)cyclohexane-1-carboxylic acid methyl ester